5-chloro-4-iodopicolinic acid ClC=1C(=CC(=NC1)C(=O)O)I